FC1=CC=C2C(N(C(NC2=C1S(=O)(=O)C1=CC=CC=C1)=O)O)=O 7-fluoro-3-hydroxy-8-(phenylsulfonyl)quinazoline-2,4(1H,3H)-dione